1,3-bis(3,3-dimethylbutyrylamino)-5-pivaloylamino-benzene CC(CC(=O)NC1=CC(=CC(=C1)NC(C(C)(C)C)=O)NC(CC(C)(C)C)=O)(C)C